BrC1=CC(=C(O[C@H](C(=O)O)CF)C=C1)C(C)(F)F (R)-2-[4-bromo-2-(1,1-difluoroethyl)phenoxy]-3-fluoropropionic acid